2-((3,5-dichloro-4-(4-hydroxy-3-isopropylbenzyl)phenyl)amino)-N-methylacetamide ClC=1C=C(C=C(C1CC1=CC(=C(C=C1)O)C(C)C)Cl)NCC(=O)NC